[Pd].[Pd].C(Cl)(Cl)Cl (chloroform) dipalladium